propyl cis-11-eicosenoate C(CCCCCCCCC\C=C/CCCCCCCC)(=O)OCCC